6-(2-(1H-tetrazol-5-yl)phenyl)-N2-benzyl-N4-(2-methylbenzo[d]thiazol-6-yl)-N2-propylpyridine-2,4-diamine N1N=NN=C1C1=C(C=CC=C1)C1=CC(=CC(=N1)N(CCC)CC1=CC=CC=C1)NC1=CC2=C(N=C(S2)C)C=C1